C(C)C=1C(=C(N=NC1CC)SC1=CC(=CC=C1)C)C#N 5,6-diethyl-3-[(3-methylphenyl)sulfanyl]pyridazine-4-carbonitrile